OC(C)(C)C1=C2C=C(N(C2=CC=C1)[C@@H](C1CCOCC1)C1=CC=CC=C1)C1=CN(C2=C(N=CC=C21)O)C (S)-3-(4-(2-hydroxypropan-2-yl)-1-(phenyl(tetrahydro-2H-pyran-4-yl)methyl)-1H-indol-2-yl)-1-methyl-1H-pyrrolo[2,3-c]pyridin-7-ol